FC1=C(OC2=C(C=C(C=C2)NS(=O)(=O)CC)C=2C3=C(C(N(C2)C)=O)NC(=C3)C(=O)NCC#C)C=CC(=C1)F 4-(2-(2,4-Difluorophenoxy)-5-(ethylsulfonamido)phenyl)-6-methyl-7-oxo-N-(prop-2-yn-1-yl)-6,7-dihydro-1H-pyrrolo[2,3-c]pyridine-2-carboxamide